C(=O)(C=C)[N-]CC1=CC=CC=C1 Acryl-benzylamide